4,5-dichloro-N-octylisothiazolin-3-one ClC1C(N(SC1Cl)CCCCCCCC)=O